tert-butyl ((2S,3R)-3-hydroxy-1-(methylamino)-1-oxo-4-phenylbutan-2-yl)carbamate O[C@@H]([C@@H](C(=O)NC)NC(OC(C)(C)C)=O)CC1=CC=CC=C1